C(C=C\C=C/CCCCCC)=O 5Z-Undecadienal